(1r,4r)-4-(5-(4-(3-benzoylureido)-2-(N-(tert-butyl)sulfamoyl)phenyl)thiazol-2-yl)cyclohexyl isopropylcarbamate C(C)(C)NC(OC1CCC(CC1)C=1SC(=CN1)C1=C(C=C(C=C1)NC(=O)NC(C1=CC=CC=C1)=O)S(NC(C)(C)C)(=O)=O)=O